OC[C@H](C1=CC=CC=C1)NC1=NC(=NC=C1C1=NC(=NO1)C)NC1=CC(=C(C(=O)N)C=C1)C 4-[[4-[[(1S)-2-hydroxy-1-phenyl-ethyl]amino]-5-(3-methyl-1,2,4-oxadiazol-5-yl)-pyrimidin-2-yl]amino]-2-methyl-benzamide